N(C)CC(=O)OCCCCCCCCCCCCCC myristyl sarcosinate